FC(C=1C2=CN(N=C2C(=C(C1)C1=CC=C(C=C1)[C@@H]1[C@H](CN(CC1)CC)F)C)C(C(=O)NC=1SC=CN1)C1=C2N(C=N1)C[C@@H](C2)F)F 2-[4-(difluoromethyl)-6-[4-[(3R,4R)-1-ethyl-3-fluoro-4-piperidyl]phenyl]-7-methyl-indazol-2-yl]-2-[(6R)-6-fluoro-6,7-dihydro-5H-pyrrolo[1,2-c]imidazol-1-yl]-N-thiazol-2-yl-acetamide